3-methoxymethyl-pyrazine COCC=1C=NC=CN1